diethyl 4-hydroxy-4,5-dimethyl-4,5-dihydrofuran-2,3-dicarboxylate OC1(C(=C(OC1C)C(=O)OCC)C(=O)OCC)C